C1(CC1)N1N=CC(=C1)[C@@H]1OCC[C@H](C1)C=1N=C(C2=C(N1)N=C(S2)N(C)C)C2=C(C=C(C=C2)C(F)(F)F)F 5-[(2R,4R)-2-(1-cyclopropylpyrazol-4-yl)tetrahydropyran-4-yl]-7-[2-fluoro-4-(trifluoromethyl)phenyl]-N,N-dimethyl-thiazolo[4,5-d]pyrimidin-2-amine